(8-(4-(hydroxymethyl)-2-(methoxymethyl)-1-methyl-6-(trifluoromethyl)-1H-benzo[d]imidazol-5-yl)-1-iodoindolizin-3-yl)(3,4,5-trifluorophenyl)methanone OCC1=C(C(=CC=2N(C(=NC21)COC)C)C(F)(F)F)C2=CC=CN1C(=CC(=C21)I)C(=O)C2=CC(=C(C(=C2)F)F)F